N-((tetrahydro-2H-pyran-2-yl)oxy)acetamide O1C(CCCC1)ONC(C)=O